methyl 4-(2-chlorophenyl)-4-oxobutyrate ClC1=C(C=CC=C1)C(CCC(=O)OC)=O